5,6-difluoroisobenzofuran-1(3H)-one FC=1C=C2COC(C2=CC1F)=O